O1C=NC2=C1C=C(C=C2)N2C(NC(CC2)=O)=O 1-(Benzo[d]oxazol-6-yl)dihydropyrimidine-2,4(1H,3H)-dione